ClC1=C(C(=O)O)C(=CC=C1[N+](=O)[O-])Cl 2,6-dichloro-3-nitrobenzoic acid